C(\C=C(/C)\CCC=C(C)C)CC(=O)OC1=CC=CC=C1 phenyl geranylacetate